C(C)(=O)OC(C(=O)OCC)(C)C ethyl 2-acetoxy-2-methylpropanoate